C(#N)C1=C(C=CC=C1)[C@@H]([C@@H](C)C=1N(C(C(=C(N1)C(=O)NC=1C=NOC1)O)=O)C)C=1C=NN(C1)CC(F)(F)F 2-((1R,2R)-1-(2-cyanophenyl)-1-(1-(2,2,2-trifluoroethyl)-1H-pyrazol-4-yl)propan-2-yl)-5-hydroxy-N-(isoxazol-4-yl)-1-methyl-6-oxo-1,6-dihydropyrimidine-4-carboxamide